C1CC=CC1 cyclopent-3-ene